9,10-dihydroxyoctadecanoate OC(CCCCCCCC(=O)[O-])C(CCCCCCCC)O